NC1=CC=C(C=N1)/C=C/C(=O)NCC=1OC2=C(C1)C=C(C=C2C(F)(F)F)C2=CC=C(C=C2)C(=O)N2CCNCC2 (E)-3-(6-aminopyridin-3-yl)-N-((5-(4-(piperazine-1-carbonyl)phenyl)-7-(trifluoromethyl)benzofuran-2-yl)methyl)acrylamide